C(N)(OC1CNCCC1F)=O 4-fluoropiperidin-3-yl carbamate